3-methyl-1-(2-methylallyl)-2-phenyl-1H-benzo[f]indole CC1=C(N(C2=CC3=C(C=C12)C=CC=C3)CC(=C)C)C3=CC=CC=C3